CN1CCN(CC1)CCNC(=O)C1=CC2=C(N3C(S2)=NC=C3)C=C1 N-(2-(4-methylpiperazin-1-yl)ethyl)benzo[d]imidazo[2,1-b]thiazole-7-carboxamide